2-[4-[8-chloro-7-[2-methyl-3-(2-trimethylsilylethoxymethyl)benzimidazol-5-yl]oxy-quinoxalin-2-yl]pyrazol-1-yl]ethylmethanesulfonate ClC=1C(=CC=C2N=CC(=NC12)C=1C=NN(C1)CCCS(=O)(=O)[O-])OC1=CC2=C(N=C(N2COCC[Si](C)(C)C)C)C=C1